COC(C1=C(C=C(C=C1)CCC(=O)OC(C)(C)C)C)=O 4-(3-(tert-butoxy)-3-oxopropyl)-2-methylbenzoic acid methyl ester